C[Si](CCOCN1N=C2C=CC=CC2=C1)(C)C ((2-(trimethylsilyl)ethoxy)methyl)-2H-indazole